2-((4-chlorophenyl)(benzenesulfonyl)methyl)-5-methylthiophene ClC1=CC=C(C=C1)C(C=1SC(=CC1)C)S(=O)(=O)C1=CC=CC=C1